[Br-].[Br-].[Br-].C(CCC)[N+](CCCC)(CCCC)CCCC.C(CCC)[N+](CCCC)(CCCC)CCCC.C(CCC)[N+](CCCC)(CCCC)CCCC tetrabutylammonium tri-bromide